I[Zn]C1CCOCC1 iodo(oxacyclohex-4-yl)zinc